C(C1=CC=CC=C1)N1CCC(CC1)[C@@H]1OC2(CC2)CN(C1)CC (S)-5-(1-benzylpiperidin-4-yl)-7-ethyl-4-oxa-7-azaspiro[2.5]octane